tert-butyl 3-(5-(3-cyano-6-(2-(2-oxopyrrolidin-1-yl) ethoxy) pyrazolo[1,5-a]pyridin-4-yl) pyridin-2-yl)-3,6-diazabicyclo[3.1.1]heptane-6-carboxylate C(#N)C=1C=NN2C1C(=CC(=C2)OCCN2C(CCC2)=O)C=2C=CC(=NC2)N2CC1N(C(C2)C1)C(=O)OC(C)(C)C